C1(CC1)C([C@@H](C(NC=1C=NN(C1)CC=1N=NN(C1)CC(F)(F)F)=O)NC(OC1CC(C1)(F)F)=O)C1CC1 (3,3-difluorocyclobutyl) N-[(1S)-1-(dicyclopropylmethyl)-2-oxo-2-[[1-[[1-(2,2,2-trifluoroethyl)triazol-4-yl]methyl]pyrazol-4-yl]amino]ethyl]carbamate